Diphenyliodonium bisulfat S([O-])(O)(=O)=O.C1(=CC=CC=C1)[I+]C1=CC=CC=C1